BrC1=CC=C(S1)C1CNC1 3-(5-bromothiophen-2-yl)azetidine